2-((6-((2-amino-2-oxoethyl)(methyl)amino)-3,5-dicyano-4-cyclopropylpyridin-2-yl)thio)-2-phenylacetamide NC(CN(C1=C(C(=C(C(=N1)SC(C(=O)N)C1=CC=CC=C1)C#N)C1CC1)C#N)C)=O